2-amino-9-((2r,3s,4r,5r)-4-fluoro-3-hydroxy-5-(hydroxymethyl)tetrahydrofuran-2-yl)-7-(prop-2-yn-1-yl)-7,9-dihydro-1H-purine-6,8-dione NC=1NC(C=2N(C(N(C2N1)[C@@H]1O[C@@H]([C@@H]([C@H]1O)F)CO)=O)CC#C)=O